N-((2-methyl-5-ethylpiperidino)methyl)-2-[((2-methyl-5-ethylpiperidino)methyl)thio]-2-imidazoline CC1N(CC(CC1)CC)CN1C(=NCC1)SCN1C(CCC(C1)CC)C